FC1=C(C=C(C(=C1)OC[C@H]1COCC1)F)NC=1C2=C(N=CN1)C=CC(=N2)O[C@@H]2CN(CC2)C(C=C)=O 1-((S)-3-((4-((2,5-difluoro-4-(((R)-tetrahydrofuran-3-yl)methoxy)phenyl)amino)pyrido[3,2-d]pyrimidin-6-yl)oxy)pyrrolidin-1-yl)prop-2-en-1-one